CC1(N(CCN(C1)[C@H](C(NC1=NC=C(N=C1)OC1=C(C=C(C=C1F)F)F)=O)C)C(=O)C1=CC=[N+](C=C1)[O-])C (S)-4-(2,2-dimethyl-4-(1-oxo-1-((5-(2,4,6-trifluorophenoxy)pyrazin-2-yl)amino)propan-2-yl)piperazine-1-carbonyl)pyridine 1-oxide